C(C)C(C(=O)OCCOC(C(CCCC)CC)=O)CCCC ethylene glycol bis(2-ethylhexanoate)